[Si](C)(C)(C(C)(C)C)OCC1=CC=C(C=C1)N1C(=NC=2C1=NC(=CC2)C2=CCCC2)C=2C(=NC=CC2)N 3-(3-(4-(((tert-butyldimethylsilyl)oxy)methyl)phenyl)-5-(cyclopent-1-en-1-yl)-3H-imidazo[4,5-b]pyridin-2-yl)pyridin-2-amine